5-{6-[(3S)-3-(cyclopropylamino)pyrrolidin-1-yl]-1,5-naphthyridin-2-yl}-7-fluoro-2-methylindazol-6-ol C1(CC1)N[C@@H]1CN(CC1)C=1N=C2C=CC(=NC2=CC1)C1=CC2=CN(N=C2C(=C1O)F)C